10-{3,5-bis(trifluoromethyl)phenyl}decyltrimethoxysilane FC(C=1C=C(C=C(C1)C(F)(F)F)CCCCCCCCCC[Si](OC)(OC)OC)(F)F